(R)-6-(3-aminopiperidin-1-yl)-1-(but-2-yn-1-yl)-3-((1,3-dimethyl-1H-pyrazol-5-yl)methyl)pyrimidine-2,4(1H,3H)-dione N[C@H]1CN(CCC1)C1=CC(N(C(N1CC#CC)=O)CC1=CC(=NN1C)C)=O